BrC1=CC(=C(C=C1)C1=NN2C(N=C(C=C2C2=CC=NC=C2)C(=O)O[Li])=C1)F Lithio 2-(4-bromo-2-fluorophenyl)-7-(pyridin-4-yl)pyrazolo[1,5-a]pyrimidine-5-carboxylate